3-(methylamino)propan-1-one tert-butyl-4-formylazepane-1-carboxylate C(C)(C)(C)OC(=O)N1CCC(CCC1)C=O.CNCCC=O